NC1=CC=C(C=N1)OC1=CC=C(C=C1)N1C(N(C(C1=O)C)C=1C=NC=C(C1)C(F)(F)F)=O 3-{4-[(6-amino-3-pyridinyl)oxy]phenyl}-5-methyl-1-[5-(trifluoromethyl)-3-pyridinyl]-2,4-imidazolidinedione